5-(3-Bromopropoxy)-2,4-dichlorobenzonitrile BrCCCOC=1C(=CC(=C(C#N)C1)Cl)Cl